OC(C=1C=C(C=CC1)NC(=O)C=1N(N=C(C1)C(F)(F)F)C1=CC(=CC=C1)C#N)C1=CC=C(C=C1)OCCC 2-(3-Cyanophenyl)-5-trifluoromethyl-2H-pyrazole-3-carboxylic acid {3-[hydroxy-(4-propoxy-phenyl)-methyl]-phenyl}-amide